1-(2-methylpyridin-3-yl)-5-(trifluoromethyl)-1H-pyrazole-4-carboxamide CC1=NC=CC=C1N1N=CC(=C1C(F)(F)F)C(=O)N